CCCCNS(=O)(=O)C1=CC=CC=C1 N-n-butylbenzenesulfonamide